C(C)(=O)OC1=CC=C2C(=CNC2=C1)CCN(CCC)CC 3-(2-(ethyl (propyl) amino) ethyl)-1H-indol-6-yl acetate